FC1=NC(=C2N=CN(C2=N1)C1OCCC1)NCC1=CC(=C(C(=C1)OC)OC)OC 2-fluoro-6-[(3,4,5-trimethoxybenzyl)amino]-9-(tetrahydrofuran-2-yl)-9H-purine